Methyl 3-amino-3-(6-methoxypyridin-3-yl)-2,2-dimethylpropionate NC(C(C(=O)OC)(C)C)C=1C=NC(=CC1)OC